N-[4-(2,2'-binaphthyl-6-yl)phenyl]-N-(biphenyl-4-yl)benzo[b]naphtho[1,2-d]furan-8-amine C1=C(C=CC2=CC(=CC=C12)C1=CC=C(C=C1)N(C=1C=CC=C2C1OC1=C2C=2C=CC=CC2C=C1)C1=CC=C(C=C1)C1=CC=CC=C1)C1=CC2=CC=CC=C2C=C1